(S)-1-(1-(3-Chlorophenyl)-2-(dimethylamino)ethyl)-4-(5-morpholino-1-tosyl-1H-pyrrolo[2,3-b]pyridin-3-yl)pyridin-2(1H)-one ClC=1C=C(C=CC1)[C@@H](CN(C)C)N1C(C=C(C=C1)C1=CN(C2=NC=C(C=C21)N2CCOCC2)S(=O)(=O)C2=CC=C(C)C=C2)=O